N1,N4-bis(4-(4-carbamimidoylpiperazin-1-yl)phenyl)-2-methylterephthalamide C(N)(=N)N1CCN(CC1)C1=CC=C(C=C1)NC(C1=C(C=C(C(=O)NC2=CC=C(C=C2)N2CCN(CC2)C(N)=N)C=C1)C)=O